methyl-ethyl-dimethyl-ammonium ethyl-sulfate C(C)OS(=O)(=O)[O-].C[N+](C)(C)CC